[Na+].C(C=C)OC=1C=C(C=2C=CC3=C(C=C(C=4C=CC1C2C43)S(=O)(=O)[O-])S(=O)(=O)[O-])S(=O)(=O)[O-].[Na+].[Na+] 8-allyloxy-1,3,6-pyrenetrisulfonic acid sodium salt